3-((3-((1-(benzyloxycarbonyl)piperidin-4-yl)oxy)-3-oxopropyl)amino)-7-trifluoromethoxy-benzo[e][1,2,4]triazine-1-oxide C(C1=CC=CC=C1)OC(=O)N1CCC(CC1)OC(CCNC=1N=[N+](C2=C(N1)C=CC(=C2)OC(F)(F)F)[O-])=O